N-(7-(difluoromethoxy)-5-ethyl-1-(prop-2-yn-1-yl)-1H-indazol-3-yl)-4-fluorobenzamide FC(OC=1C=C(C=C2C(=NN(C12)CC#C)NC(C1=CC=C(C=C1)F)=O)CC)F